(S)-5-benzyl-N-(7-(3-hydroxypropyl)-5-methyl-4-oxo-2,3,4,5-tetrahydrobenzo[b][1,4]oxazepin-3-yl)-1H-1,2,4-triazole-3-carboxamide C(C1=CC=CC=C1)C1=NC(=NN1)C(=O)N[C@@H]1C(N(C2=C(OC1)C=CC(=C2)CCCO)C)=O